C(C)(C)(C)OC(=O)N1CC(C2(CC1)COC1=C3CN(C(C3=CC=C12)=O)C1C(NC(CC1)=O)=O)(F)F 7-(2,6-dioxopiperidin-3-yl)-3',3'-difluoro-6-oxo-7,8-dihydro-2h,6h-spiro[furo[2,3-e]isoindole-3,4'-piperidine]-1'-carboxylic acid tert-butyl ester